N-acetyl-β-alanyl-L-histidine C(C)(=O)NCCC(=O)N[C@@H](CC1=CNC=N1)C(=O)O